S1C(=NC2=C1C=CC=C2)NC2=C(C(=C(N=N2)NC=2SC=C(N2)C(=O)OCC)C)C(C)C ethyl 2-({6-[(1,3-benzothiazol-2-yl) amino]-4-methyl-5-(propan-2-yl) pyridazin-3-yl} amino)-1,3-thiazole-4-carboxylate